C(C)(C)(C)OC(=O)N(C(OC(C)(C)C)=O)C1=CC=2CCCC(C2C=C1)=O tert-butyl (tertbutoxycarbonyl)(5-oxo-5,6,7,8-tetrahydronaphthalen-2-yl)carbamate